tert-butyl 1-(cyclopropylmethyl)-2,4-dioxo-3-(4-(trifluoromethyl)pyridin-2-yl)-1,3,8-triazaspiro[4.5]decane-8-carboxylate C1(CC1)CN1C(N(C(C12CCN(CC2)C(=O)OC(C)(C)C)=O)C2=NC=CC(=C2)C(F)(F)F)=O